estratriene-17-benzoate C[C@@]12C(=CC=C1C1=CCC3CCCC[C@@H]3[C@H]1CC2)C2=CC=CC=C2C(=O)[O-]